BrC1=CC=C(S1)C=1SC(=CC1)C1=NC(=C(C2=C1C(C=1C=CC=CC12)=C=O)C#N)N1CCCCC1 1-(5'-bromo-[2,2'-bithiophene]-5-yl)-9-carbonyl-3-(piperidin-1-yl)-9H-indeno[2,1-c]pyridine-4-carbonitrile